C1(=CC=CC=C1)C1=CC=C(S1)C=1SC=C(N1)C(=O)N(C1CNCC1)CCC 2-(5-phenylthiophen-2-yl)-N-propyl-N-(pyrrolidin-3-yl)-1,3-thiazole-4-carboxamide